5-(3,4-dimethoxyphenyl)-3-(4-piperidinyl)-1,2,4-oxadiazole COC=1C=C(C=CC1OC)C1=NC(=NO1)C1CCNCC1